5-(2-chloro-5-(isobutyrylaminomethyl)benzoylamino)-1-ethyl-N-(2-fluoro-4-(trifluoromethyl)phenyl)-1H-indole-2-carboxamide ClC1=C(C(=O)NC=2C=C3C=C(N(C3=CC2)CC)C(=O)NC2=C(C=C(C=C2)C(F)(F)F)F)C=C(C=C1)CNC(C(C)C)=O